4-(2-iodobenzofuran-7-yl)-N-(1-methyl-5-(trifluoromethyl)-1H-pyrazol-3-yl)pyrimidin-2-amine IC=1OC2=C(C1)C=CC=C2C2=NC(=NC=C2)NC2=NN(C(=C2)C(F)(F)F)C